BrCCCCCC(=O)O.CC(CC)CCC=C(C)C 3,7-dimethyloct-6-ene 6-bromohexanoate